2',2'''-(propane-1,3-diylbis(oxy))bis(3-(2,7-dimethyl-9H-carbazol-9-yl)-5'-fluoro-3'-methyl-5-(2,4,4-trimethylpentan-2-yl)-[1,1'-biphenyl]-2-ol) C(CCOC1=C(C=C(C=C1C)F)C=1C(=C(C=C(C1)C(C)(CC(C)(C)C)C)N1C2=CC(=CC=C2C=2C=CC(=CC12)C)C)O)OC1=C(C=C(C=C1C)F)C=1C(=C(C=C(C1)C(C)(CC(C)(C)C)C)N1C2=CC(=CC=C2C=2C=CC(=CC12)C)C)O